1-fluoro-3-methoxy-5-[(E)-2-phenylethenyl]-2-propylbenzene FC1=C(C(=CC(=C1)\C=C\C1=CC=CC=C1)OC)CCC